C1(CC1)NCC1=CC=C(C=C1)NC1=C2C=CC=NC2=NC=C1 5-((4-((cyclopropylamino)methyl)phenyl)amino)-1,8-naphthyridin